(R)-ethyl 2-((2R,5S,6R)-2-allyl-6-(3-chlorophenyl)-5-(4-chlorophenyl)-3-oxomorpholino)-2-cyclopropylacetate C(C=C)[C@H]1O[C@@H]([C@@H](N(C1=O)[C@@H](C(=O)OCC)C1CC1)C1=CC=C(C=C1)Cl)C1=CC(=CC=C1)Cl